6-oxo-4-oxa-7-azaspiro[2.5]octane-7-carboxylate O=C1COC2(CC2)CN1C(=O)[O-]